(S)-(2-(2-hydroxypropan-2-yl)-4-(trifluoromethyl)oxazol-5-yl)(4-(7-(trifluoromethyl)pyrazolo[1,5-a]pyridin-2-yl)-6,7-dihydro-1H-imidazo[4,5-c]pyridin-5(4H)-yl)methanone OC(C)(C)C=1OC(=C(N1)C(F)(F)F)C(=O)N1[C@@H](C2=C(CC1)NC=N2)C2=NN1C(C=CC=C1C(F)(F)F)=C2